1,1-dichloro-3,3-dipropyl-1,3-disilacyclobutane Cl[Si]1(C[Si](C1)(CCC)CCC)Cl